4-(1-((6-((6-azaspiro[3.4]octane-6-yl)methyl)imidazo[1,2-a]pyridin-2-yl)methyl)-1H-1,2,3-triazol-4-yl)-6-iodo-1H-indazole C1CCC12CN(CC2)CC=2C=CC=1N(C2)C=C(N1)CN1N=NC(=C1)C1=C2C=NNC2=CC(=C1)I